N-(Thiazolo[5,4-b]pyridin-6-yl)-5,6-dihydrobenzo[f]imidazo[1,5-d][1,4]oxazepine-10-carboxamide N1=CSC2=NC=C(C=C21)NC(=O)C=2C=CC1=C(C=3N(CCO1)C=NC3)C2